1-(3-(4-(2-chloro-5-fluorophenyl)piperidine-1-carbonyl)-1,4,5,7-tetrahydro-6H-pyrazolo[3,4-c]pyridin-6-yl)ethan-1-one ClC1=C(C=C(C=C1)F)C1CCN(CC1)C(=O)C1=NNC=2CN(CCC21)C(C)=O